2-(4-bromophenyl)-1-phenylpropane BrC1=CC=C(C=C1)C(CC1=CC=CC=C1)C